ClC=1C=C(C2=C(C=C(O2)CNC(=O)C=2C=NN3C2N=CC=C3)C1)C(=O)OCCCN1CCOCC1 3-Morpholinopropyl 5-chloro-2-((pyrazolo[1,5-a]pyrimidine-3-carboxamido)methyl)benzofuran-7-carboxylate